(3-chloro-1-methyl-5-amino-1H-pyrrol-2-yl)-2H-1,2,3-triazole ClC1=C(N(C(=C1)N)C)N1N=CC=N1